2-(4-(1-(piperidin-3-yl)ethyl)phthalazin-1-yl)-5-(trifluoromethyl)phenol N1CC(CCC1)C(C)C1=NN=C(C2=CC=CC=C12)C1=C(C=C(C=C1)C(F)(F)F)O